tert-butyl N-(4-{[4-({3-[(tert-butoxy carbonyl)amino]-3-methylbutyl}amino)butyl]amino}-2-methylbutan-2-yl)carbamate C(C)(C)(C)OC(=O)NC(CCNCCCCNCCC(C)(C)NC(OC(C)(C)C)=O)(C)C